C(C=C)(=O)N(C=1C(=C(C(=O)O)C=CC1)F)C(C1=CC=CC=C1)=O 3-(N-Acryloylbenzoylamino)-2-fluorobenzoic acid